4-(8-(1-propenoylpyrrolidin-3-yl)quinazolin-6-yl)benzamide C(C=C)(=O)N1CC(CC1)C=1C=C(C=C2C=NC=NC12)C1=CC=C(C(=O)N)C=C1